(8-bromo-5-ethyl-1,3,4,5-tetrahydro-2H-pyrido[4,3-b]indol-2-yl)-N-hydroxy-8-oxooctanoylamide BrC1=CC=2C3=C(N(C2C=C1)CC)CCN(C3)C(CCCCCCC(=O)[N-]O)=O